diisobutyl(oct-7-en-1-yl)aluminum C(C(C)C)[Al](CCCCCCC=C)CC(C)C